FC=1C=CC(=C(C1)B(O)O)CSC1=CC=C(C=C1)C (5-FLUORO-2-([(4-METHYLPHENYL)SULFANYL]METHYL)PHENYL)BORANEDIOL